2-[2-(1,3-dimethyl-2-oxo-4-pyridyl)phenyl]-3-ethyl-imidazo[1,2-a]pyridine-7-carboxylic acid CN1C(C(=C(C=C1)C1=C(C=CC=C1)C=1N=C2N(C=CC(=C2)C(=O)O)C1CC)C)=O